2-(1-benzyl-5-(difluoromethyl)-1H-1,2,3-triazol-4-yl)acetic acid C(C1=CC=CC=C1)N1N=NC(=C1C(F)F)CC(=O)O